FC(C1=C(C=C2CCCN(C2=C1)C1=CC(=CC(=N1)N)OC)C=1C=NN(C1)C)F 6-(7-(difluoromethyl)-6-(1-methyl-1H-pyrazol-4-yl)-3,4-dihydroquinolin-1(2H)-yl)-4-methoxypyridin-2-amine